ClC1=CC(=C(O[C@H](C(=O)O)C)C=C1)C=1N=NSC1 (2S)-2-[4-chloro-2-(1,2,3-thiadiazol-4-yl)phenoxy]propionic acid